COC1=C2C=CN(C2=CC=C1)C 4-methoxy-1-methyl-indole